ClC1=NC=C(C=N1)CCl 2-chloro-5-(chloromethyl)-pyrimidine